C(C)(C)(C)OC(=O)N1[C@H]2CN(C[C@@H]1CC2)C=2C1=C(N=C(N2)Cl)N=C(C=C1)C1=CC=CC2=CC=CC(=C12)Cl (1R,5S)-3-(2-chloro-7-(8-chloronaphthalen-1-yl)pyrido[2,3-d]pyrimidin-4-yl)-3,8-diazabicyclo[3.2.1]octane-8-carboxylic acid tert-butyl ester